benzyl-2-(benzyloxycarbonylamino)-3-methoxyimino-butyrate C(C1=CC=CC=C1)OC(C(C(C)=NOC)NC(=O)OCC1=CC=CC=C1)=O